2,3,4-Trimethylhexane CC(C)C(C(CC)C)C